ClC1=CP(CC1)C1=CC=CC=C1 3-chloro-1-phenyl-2-phospholene